C(C)(C)(C)OC(C[N+]1(CCC(CC1)C(=O)O)CC1CN(C1)C(=O)OC(C)(C)C)=O Trans-1-(2-(tert-butoxy)-2-oxoethyl)-1-((1-(tert-butoxycarbonyl)azetidin-3-yl)methyl)-4-carboxypiperidin-1-ium